FC(C=1C=C(C[C@H]2CC3(CN(C3)C=O)CC2)C=CC1)(F)F ((S)-6-(3-(trifluoromethyl)benzyl)-2-azaspiro[3.4]octan-2-yl)methanone